Butyl 2-((3-bromo-5-chloropyridin-2-yl)methoxy-d2)acetate BrC=1C(=NC=C(C1)Cl)C(OCC(=O)OCCCC)([2H])[2H]